CCC[C@H]1[C@@H](C(=O)C[C@@H](/C(=C\\C)/CC2=C1C(=O)OC2=O)O)O The molecule is a cyclic dicarboxylic anhydride that is 5,6,7,8,9,10-hexahydro-1H-cyclonona[c]furan-1,3(4H)-dione substituted by an ethylidene group at position 9, hydroxy groups at position 5 and 8, a propyl group at position 4 and an oxo group at position 6. It has a role as a metabolite and a herbicide. It is a cyclic dicarboxylic anhydride, an organic heterobicyclic compound and a secondary alpha-hydroxy ketone.